N-(6-(1-methyl-1H-1,2,3-triazol-4-yl)isoquinolin-3-yl)-1-(2-(pyrrolidin-1-yl)acetyl)piperidine-4-carboxamide CN1N=NC(=C1)C=1C=C2C=C(N=CC2=CC1)NC(=O)C1CCN(CC1)C(CN1CCCC1)=O